C(C)OC1=C(C=C(C=C1)NC(C(=O)C1=CNC2=CC=CC=C12)C1=CC=CC=C1)S(=O)(=O)N(C)C 2-ethoxy-5-[[2-(1H-indol-3-yl)-2-oxo-1-phenylethyl]amino]-N,N-dimethyl-benzenesulfonamide